Cl.Cl.FC=1C=C2C(N(C(=NC2=CC1F)CCCNC)CC(C)(C)C)=O 6,7-difluoro-2-(3-(methylamino)propyl)-3-neopentylquinazolin-4(3H)-one bis-hydrochloride salt